2-(3,7-dimethylocta-2,6-dien-1-yl)-5-pentyl-4-(9H-purin-8-yl)benzene-1,3-diol CC(=CCC1=C(C=C(C(=C1O)C=1NC2=NC=NC=C2N1)CCCCC)O)CCC=C(C)C